2-Amino-4-(methanesulfonyl)phenol NC1=C(C=CC(=C1)S(=O)(=O)C)O